tert-butyl 4-[(E)-3-ethoxy-2-methyl-3-oxo-prop-1-enyl]piperidine-1-carboxylate C(C)OC(/C(=C/C1CCN(CC1)C(=O)OC(C)(C)C)/C)=O